tert-butyl (1S,3R)-[3-[4-(3-isopropyl-2-methylindazol-5-yl)pyrimidin-2-yl]aminocyclopentan-1-yl]aminocarboxylate C(C)(C)C=1N(N=C2C=CC(=CC12)C1=NC(=NC=C1)N[C@H]1C[C@H](CC1)NC(=O)OC(C)(C)C)C